COC1=CC=C(C=C1)NS(=O)(=O)C1=CNC2=NC=CC=C21 N-(4-methoxyphenyl)-1H-pyrrolo[2,3-b]pyridine-3-sulfonamide